1-(1-(5-(3-Cyano-6-(2-hydroxy-2-methylpropoxy)pyrazolo[1,5-a]pyridin-4-yl)pyridin-2-yl)azetidin-3-yl)-N-cyclopropyl-1H-pyrazole-3-carboxamide C(#N)C=1C=NN2C1C(=CC(=C2)OCC(C)(C)O)C=2C=CC(=NC2)N2CC(C2)N2N=C(C=C2)C(=O)NC2CC2